α-(4-chloro-benzyl)-proline ClC1=CC=C(C[C@@]2(NCCC2)C(=O)O)C=C1